tert-butyl 4-cyano-4-(4-phenylthiazol-2-yl)piperidine-1-carboxylate C(#N)C1(CCN(CC1)C(=O)OC(C)(C)C)C=1SC=C(N1)C1=CC=CC=C1